O1CCN(CC1)CCNC(=O)C1=NC2=CC=CC=C2N=C1NC1=CC=C(C=C1)C N-(2-Morpholinoethyl)-3-(p-tolylamino)quinoxaline-2-carboxamide